tert-butyl (S)-4-(5-iodo-7H-pyrrolo[2,3-d]pyrimidin-4-yl)-3-methylpiperazine-1-carboxylate IC1=CNC=2N=CN=C(C21)N2[C@H](CN(CC2)C(=O)OC(C)(C)C)C